1-[6-bromo-3-chloro-2-[(4-methoxyphenyl)methoxy]phenyl]ethanone BrC1=CC=C(C(=C1C(C)=O)OCC1=CC=C(C=C1)OC)Cl